[OH-].C[N+](CC(CC)O)(C)C N,N,N-Trimethyl-N-(2-hydroxybutyl)-ammonium hydroxid